4-[[2-(4-tert-butyl-2-fluoro-5-hydroxy-phenyl)acetyl]amino]pyridine-2-carboxylic acid C(C)(C)(C)C1=CC(=C(C=C1O)CC(=O)NC1=CC(=NC=C1)C(=O)O)F